O1C=CCC1 4,5-dihydrofuran